(E)-1-(tert-butyl)-2-(triethylsilyl)diazene C(C)(C)(C)\N=N\[Si](CC)(CC)CC